3a,7-methanoazulen-6-yl (E)-3-(4-isopropoxy-3-methoxyphenyl)acrylate C(C)(C)OC1=C(C=C(C=C1)/C=C/C(=O)OC=1C=CC23CC=CC2=CC1C3)OC